hexanediol di-acrylate C(C=C)(=O)OC(CCCCC)OC(C=C)=O